(R)-1-((4-(N,N-Diethylsulfamoyl)phenyl)sulfonyl)-N-(3-methyloxetan-3-yl)piperidine-3-carboxamide C(C)N(S(=O)(=O)C1=CC=C(C=C1)S(=O)(=O)N1C[C@@H](CCC1)C(=O)NC1(COC1)C)CC